C(#C)C=1C=C(C=CC1)N1CN=C(C2=CC(=C(C=C12)OCCOC)OCCOC)N N-(3-ethynylphenyl)-6,7-bis(2-methoxyethoxy)-4-aminoquinazoline